benzyl (2S,4S)-2-(fluoromethyl)-4-(4-(trifluoromethoxy) phenoxy)pyrrolidine-1-carboxylate FC[C@H]1N(C[C@H](C1)OC1=CC=C(C=C1)OC(F)(F)F)C(=O)OCC1=CC=CC=C1